6-(1-methyl-1H-pyrazol-4-yl)-N-(2-morpholino-5-(piperidin-1-yl)oxazolo[4,5-b]pyridin-6-yl)picolinamide CN1N=CC(=C1)C1=CC=CC(=N1)C(=O)NC=1C=C2C(=NC1N1CCCCC1)N=C(O2)N2CCOCC2